(7-(2-(4-(6-fluorobenzothiophen-4-yl)piperazin-1-yl)ethyl)-2-oxo-3,4-dihydroquinoline-1(2H)-yl)methyldodecyl carbonate C(OC(CCCCCCCCCCC)CN1C(CCC2=CC=C(C=C12)CCN1CCN(CC1)C1=CC(=CC2=C1C=CS2)F)=O)([O-])=O